C(C)(=O)O[C@H]1[C@@H](SC2=CCC(C=C2)(OCC)Cl)O[C@@H]([C@@H]([C@@H]1N=[N+]=[N-])OC(C)=O)COC(C)=O 4-Chlorophenetyl 2,4,6-tri-O-acetyl-3-azido-3-deoxy-1-thio-α-D-galactopyranoside